((2-(cyclopropylmethyl)-1,2,3,4-tetrahydroisoquinolin-7-yl)(isopropyl)amino)-1-isopropylpyridin-2(1H)-one C1(CC1)CN1CC2=CC(=CC=C2CC1)N(C(C)C)C=1C(N(C=CC1)C(C)C)=O